bis(2-chloroethyl)amine hydrochloride Cl.ClCCNCCCl